2-(2-ethoxycarbonyl-4-methylphenyl)formyloxy-1,3-propanediol C(C)OC(=O)C1=C(C=CC(=C1)C)C(=O)OC(CO)CO